((2-hydroxy-1-naphthyl)methylene)amino-2H-benzimidazole OC1=C(C2=CC=CC=C2C=C1)C=NC1N=C2C(=N1)C=CC=C2